2,4-dimethyloxazoline CC=1OCC(N1)C